O=C1NC(CCC1C1=NN(C2=CC(=CC=C12)N[C@H]1[C@@H](CN(CC1)C1=NC=C(C(=N1)NC=1C=C2CC(N(C2=CC1)C)=O)C#N)OC)C)=O 2-((3R,4R)-4-((3-(2,6-dioxopiperidin-3-yl)-1-methyl-1H-indazol-6-yl)amino)-3-methoxypiperidin-1-yl)-4-((1-methyl-2-oxoindol-5-yl)amino)pyrimidine-5-carbonitrile